ClC=1C=C2C(=C3C1NC(NC31CCCCC1)=O)OC(=N2)CNCC(C(C)C)=O 5-chloro-2-{[(3-methyl-2-oxobutyl)amino]methyl}-7,8-dihydro-6H-spiro[[1,3]oxazolo[5,4-f]quinazoline-9,1'-cyclohexane]-7-one